N-cyclopropyl-2-[3-[(trans)-2-[4-(3-pyrrolidin-1-ylpropyl)-2-pyridinyl]vinyl]-1-tetrahydropyran-2-yl-indazol-6-yl]sulfanyl-benzamide C1(CC1)NC(C1=C(C=CC=C1)SC1=CC=C2C(=NN(C2=C1)C1OCCCC1)\C=C\C1=NC=CC(=C1)CCCN1CCCC1)=O